1-(4-bromo-3-fluorophenyl)dihydropyrimidine-2,4(1H,3H)-dione BrC1=C(C=C(C=C1)N1C(NC(CC1)=O)=O)F